CC(C)(C)O[C@@H]([C@@H](C(=O)OC)NC([C@H](CCC1=CC=CC=C1)NC(CCC1=CC=CC=C1)=O)=O)C methyl (2S,3R)-3-[(2-methylpropan-2-yl)oxy]-2-[[(2S)-4-phenyl-2-(3-phenylpropanoylamino)butanoyl]amino]butanoate